N-(3-(1H-tetrazol-5-yl)benzyl)-6-fluoro-7-hydroxyquinoline-2-carboxamide N1N=NN=C1C=1C=C(CNC(=O)C2=NC3=CC(=C(C=C3C=C2)F)O)C=CC1